BrC=1C=CC(=C(C1)NC1=NC=NC2=CC(=C(C=C12)N1CC2(C1)CN(CCC2)C(C=C)=O)OC)OC 1-(2-(4-((5-bromo-2-methoxyphenyl)amino)-7-methoxyquinazolin-6-yl)-2,6-diazaspiro[3.5]nonan-6-yl)prop-2-en-1-one